(9R,13S)-13-{4-[5-chloro-2-(2-chlorophenyl)phenyl]-6-oxo-1,6-dihydropyrimidin-1-yl}-3,9-dimethyl-3,4,7,15-tetraazatricyclo[12.3.1.02,6]Octadecan-1(18),2(6),4,14,16-pentaen-8-one ClC=1C=CC(=C(C1)C=1N=CN(C(C1)=O)[C@H]1CCC[C@H](C(NC=2C=NN(C2C=2C=CN=C1C2)C)=O)C)C2=C(C=CC=C2)Cl